O1C(=CC=C1)CNC1=CN=CC(=N1)C=1C=C(C=CC1)NC(C)=O N-[3-[6-(2-furylmethyl-amino)pyrazin-2-yl]phenyl]acetamide